(1-methoxypropane-2-yl) carbamate (1-ethoxypropan-2-yl)carbamate C(C)OCC(C)NC(O)=O.C(N)(OC(COC)C)=O